FC(OC=1C=C(C=NC1OC)C1=CC=2N(C=C1)N=C(C2)NC(=O)NCC2(CC2)CO)F 1-(5-(5-(difluoromethoxy)-6-methoxypyridin-3-yl)pyrazolo[1,5-A]pyridin-2-yl)-3-((1-(hydroxymethyl)cyclopropyl)methyl)urea